3-naphthyl ketone C1=CC(=CC2=CC=CC=C12)C(=O)C=1C=CC2=CC=CC=C2C1